C1(CC1)COC=1C=C2CCN3C(C2=CC1OC)=C(C(=CC3=O)OC[C@H]3OCCOC3)C 9-cyclopropylmethoxy-2-((S)-1-[1,4]dioxan-2-ylmethoxy)-10-methoxy-1-methyl-6,7-dihydro-pyrido[2,1-a]isoquinolin-4-one